C(#N)C1=CC=C(C(=N1)OC)OC=1N=NC(=C(C1C(=O)NC1=CC(=CC=C1)[S@@](=O)(=N)C)C)C(F)(F)F (R)-3-((6-cyano-2-methoxypyridin-3-yl)oxy)-5-methyl-N-(3-(S-methylsulfonimidoyl)phenyl)-6-(trifluoromethyl)pyridazine-4-carboxamide